CC12CC(N(C2C1)C(CNC(C1=CC(=CC=C1)OC1=CC=CC=C1)=O)=O)C(=O)N 5-methyl-2-((3-phenoxybenzoyl)glycyl)-2-azabicyclo[3.1.0]hexane-3-carboxamide